trans-8-(3-Ethoxy-4-((6-(trifluoromethyl)pyridin-2-yl)oxy)piperidin-1-yl)-5-methyl-6-oxo-5,6-dihydro-1,5-naphthyridin-2-carbonitril C(C)O[C@@H]1CN(CC[C@H]1OC1=NC(=CC=C1)C(F)(F)F)C1=CC(N(C=2C=CC(=NC12)C#N)C)=O